BrC1=CC2=C(C(=C(O2)C(=O)OCC)CC#N)C=C1 ethyl 6-bromo-3-(cyanomethyl)benzofuran-2-carboxylate